2-(2-chlorophenyl)-4-(4-chlorophenyl)-5-(1,3-thiazol-2-ylmethyl)-1H-pyrazolo[4,3-c]pyridine-3,6(2H,5H)-dione ClC1=C(C=CC=C1)N1NC=2C(=C(N(C(C2)=O)CC=2SC=CN2)C2=CC=C(C=C2)Cl)C1=O